5-(6-isopropyl-2,6-diazaspiro[3.3]hept-2-yl)-2-(5-(8-methoxy-[1,2,4]triazolo[1,5-a]pyridin-6-yl)-4-(2,2,2-trifluoroethyl)-1H-pyrazol-3-yl)-4-methylthiazole C(C)(C)N1CC2(CN(C2)C2=C(N=C(S2)C2=NNC(=C2CC(F)(F)F)C=2C=C(C=3N(C2)N=CN3)OC)C)C1